S1N=C(C2=C1C=CC=C2)N2CCN(CC2)CC(O)C=2C=C1CC(NC1=CC2Cl)=O 5-[2-[4-(1,2-benzisothiazole-3-yl)-1-piperazinyl]-1-hydroxyethyl]-6-chloro-1,3-dihydro-2H-indol-2-one